5-{4-[4-(benzylcarbamoyl)-1H-1,2,3-triazol-1-yl]butyl}-N-(2-methylpropyl)-1,3,4-thiadiazole-2-carboxamide C(C1=CC=CC=C1)NC(=O)C=1N=NN(C1)CCCCC1=NN=C(S1)C(=O)NCC(C)C